FC(C1=CC(=NC=C1)C(=O)Cl)(F)F 4-(trifluoromethyl)pyridinecarbonyl chloride